N1CC(C1)C1=NC(=NO1)C1=C(C=C(C=C1)Cl)C(F)F 5-(azetidin-3-yl)-3-[4-chloro-2-(difluoromethyl)phenyl]-1,2,4-oxadiazole